(R)-N-(2-(4-(1H-pyrazol-4-yl)phenyl)thieno[3,2-c]pyridin-4-yl)-4-(3H-[1,2,3]triazolo[4,5-b]pyridin-3-yl)-2-fluoro-N-(piperidin-3-yl)benzamide N1N=CC(=C1)C1=CC=C(C=C1)C1=CC=2C(=NC=CC2S1)N(C(C1=C(C=C(C=C1)N1N=NC=2C1=NC=CC2)F)=O)[C@H]2CNCCC2